C(C)(C)(C)OC(NCCN1C(=NC(=C1I)I)C1CC1)=O (2-(2-cyclopropyl-4,5-diiodo-1H-imidazol-1-yl)ethyl)carbamic acid tert-butyl ester